silecanon-d [Si]1(C(CCCCCCCC1)[2H])=O